[Br-].C(CCCCCCCCCCCCCCC)N1CN(C=C1)CC(=O)O N-hexadecyl-N'-carboxymethyl-imidazole bromide